7-[2-(3-chloro-2-pyridyl)-5-(trifluoromethyl)pyrazol-3-yl]-5-methyl-1H-triazolo[4,5-f][3,1]benzoxazin-9-one ClC=1C(=NC=CC1)N1N=C(C=C1C1=NC2=C(C(O1)=O)C1=C(C=C2C)N=NN1)C(F)(F)F